4-cyano-3-fluorophenol C(#N)C1=C(C=C(C=C1)O)F